(10R,11S,13S,17S)-11-hydroxy-17-((R)-1-hydroxyethyl)-10,13-dimethyl-6,7,8,9,10,11,12,13,14,15,16,17-dodecahydro-3H-cyclopenta[a]phenanthren-3-one O[C@H]1C[C@@]2([C@H](CCC2C2CCC3=CC(C=C[C@@]3(C12)C)=O)[C@@H](C)O)C